CN(C)CC1=CC=CO1 5-[(dimethylamino)methyl]furan